N-{4-[5-cyclopropyl-3-(trifluoromethyl)-1H-pyrazol-1-yl]phenyl}quinoxaline-6-carboxamide C1(CC1)C1=CC(=NN1C1=CC=C(C=C1)NC(=O)C=1C=C2N=CC=NC2=CC1)C(F)(F)F